C(C)C1(OOC(OOC(OO1)(C)CC)(CCC)C)C 3,6-diethyl-3,6,9-trimethyl-9-(n-propyl)-1,2,4,5,7,8-hexaoxacyclononane